C1(CCCCC1)N(C(COC1=CC=C(C=C1)OCC)=O)C1=CSC=C1 N-cyclohexyl-2-(4-ethoxy-phenoxy)-N-(3-thienyl)acetamide